4-(2-hydroxy-3-phenylaminopropyl)-1,3-dihydroimidazole-2-thione OC(CC=1NC(NC1)=S)CNC1=CC=CC=C1